N-(4-methyl-3-(trifluoromethyl)phenyl)piperidine-3-carboxamide CC1=C(C=C(C=C1)NC(=O)C1CNCCC1)C(F)(F)F